ClC1=NC=C(C(=C1)N[C@@H](CCOC1=C(C=NN1C)C1=NC=CC(=N1)N)C)C#CC=1C=NN(C1)C(F)(F)F (R)-2-(5-(3-((2-Chloro-5-((1-(trifluoromethyl)-1H-pyrazol-4-yl)ethynyl)pyridin-4-yl)amino)butoxy)-1-methyl-1H-pyrazol-4-yl)pyrimidin-4-amine